OC1=CC=C(C=N1)S(=O)(=O)C1=CC=C(C=C1)NC(=O)NCC=1C=NNC1 1-[4-(6-Hydroxy-pyridine-3-sulfonyl)-phenyl]-3-(1H-pyrazol-4-ylmethyl)-urea